1-(2-aminoethyl)pyridin-2(1H)-one hydrochloride Cl.NCCN1C(C=CC=C1)=O